C1(C=CC(N1CCC(=O)ON1C(CCC1=O)=O)=O)=O succinimidyl 3-(maleimido)propionate